N-(4-aminophenyl)pyridine-2-carboxamide NC1=CC=C(C=C1)NC(=O)C1=NC=CC=C1